COC=1C=C2C(=NC(=NC2=CC1OC)C)N1CCN(CC1)CCP(O)(O)=O (2-(4-(6,7-dimethoxy-2-methylquinazolin-4-yl)piperazin-1-yl)ethyl)phosphonic acid